ClC=1C=C2C=C(NC2=CC1C1=NC=C2SC=NC2=C1)CNC(C)=O N-{[5-chloro-6-(3-thia-1,5-diaza-6-indenyl)-2-indolyl]methyl}acetamide